2-hydroxybenzoic acid, thiocyanate OC1=C(C(=O)SC#N)C=CC=C1